1-(3-(2-amino-2-methylpropyl)-1H-indol-1-yl)pent-4-en-1-one iron (2+) [Fe+2].NC(CC1=CN(C2=CC=CC=C12)C(CCC=C)=O)(C)C